8-(3-((4,4-bis(((Z)-oct-5-en-1-yl)oxy)butanoyl)oxy)-2-(hydroxymethyl)propoxy)-8-oxooctyl 2-hexyldecanoate C(CCCCC)C(C(=O)OCCCCCCCC(=O)OCC(COC(CCC(OCCCC\C=C/CC)OCCCC\C=C/CC)=O)CO)CCCCCCCC